C(NC(C1=CC=C(C=C1)B1OC(C(O1)(C)C)(C)C)=O)([2H])([2H])[2H] N-(methyl-d3)-4-(4,4,5,5-tetramethyl-1,3,2-dioxaborolan-2-yl)benzamide